(4S,5R)-4-hydroxy-5-((s)-5H-imidazo[5,1-a]isoindol-5-yl)-4,5,6,7-tetrahydropyrazolo[1,5-a]pyridine-3-carbonitrile O[C@@H]1C=2N(CC[C@@H]1[C@@H]1N3C(C4=CC=CC=C14)=CN=C3)N=CC2C#N